N1C(=NCC1)COC1=CC=2C=3C=C4C(=C(C3NC2C=C1)C)C=CN=C4 9-(4,5-dihydro-1H-imidazol-2-ylmethoxy)-5-methyl-6H-pyrido[4,3-b]carbazole